6-chloro-5-(pent-3-yn-1-yloxy)-N-(pivaloyloxy)nicotinamide ClC1=NC=C(C(=O)NOC(C(C)(C)C)=O)C=C1OCCC#CC